[N+](=[N-])=CC(=O)C1CCC(CC1)C 2-diazo-1-((1r,4r)-4-methylcyclohexyl)ethan-1-one